(4-(1-Isopropyl-4-(trifluoromethyl)-1H-imidazol-2-yl)phenyl)methanamine C(C)(C)N1C(=NC(=C1)C(F)(F)F)C1=CC=C(C=C1)CN